6-fluoro-4-[(4-fluoro-2-methoxy-5-nitrophenyl)methyl]-2,3-dihydro-1,4-benzoxazine FC=1C=CC2=C(N(CCO2)CC2=C(C=C(C(=C2)[N+](=O)[O-])F)OC)C1